N1CCCCC12CCCC2 azaspiro[5.4]decane